(R)-2-(6-(5-chloro-2-((tetrahydro-2H-pyran-4-yl)amino)pyrimidin-4-yl)-4-oxopyrrolo[2,1-f][1,2,4]triazin-3(4H)-yl)-N-((S)-1-(3-fluoro-5-methoxyphenyl)-2-hydroxyethyl)propanamide ClC=1C(=NC(=NC1)NC1CCOCC1)C=1C=C2C(N(C=NN2C1)[C@@H](C(=O)N[C@H](CO)C1=CC(=CC(=C1)OC)F)C)=O